ClC1=NC=C(C(=N1)C1=CC2=C(N(C(N2COCC[Si](C)(C)C)=O)COCC[Si](C)(C)C)C=C1)Cl 5-(2,5-dichloropyrimidin-4-yl)-1,3-bis((2-(trimethylsilyl)ethoxy)methyl)-1H-benzo[d]imidazol-2(3H)-one